FC=1C=C2C(=CNC2=CC1F)NC(C1=CC(=CC(=C1)OC(F)(F)F)C)=O N-(5,6-difluoro-1H-indol-3-yl)-3-methyl-5-(trifluoro-methoxy)benzamide